N,N'-bis(1-methyl-heptyl)-phenylenediamine CC(CCCCCC)NC1=C(C=CC=C1)NC(CCCCCC)C